1-(3-bromo-5-fluorophenyl)-3-(3-fluoro-2-hydroxymethylphenyl)urea BrC=1C=C(C=C(C1)F)NC(=O)NC1=C(C(=CC=C1)F)CO